N-(1-cyclobutyl-6-(difluoromethoxy)-1H-benzo[d]imidazol-2-yl)-3-hydroxy-3-phenylbutanamide C1(CCC1)N1C(=NC2=C1C=C(C=C2)OC(F)F)NC(CC(C)(C2=CC=CC=C2)O)=O